2-(3,5-dichloro-4-((4-oxo-3,4-dihydrophthalazin-1-yl)oxy)phenyl)isoindoline-1,3-dione ClC=1C=C(C=C(C1OC1=NNC(C2=CC=CC=C12)=O)Cl)N1C(C2=CC=CC=C2C1=O)=O